N-(4-(4-ethylphenyl)thiazol-2-yl)-4-fluoro-2-((1-methylethyl)sulfonamido)benzamide C(C)C1=CC=C(C=C1)C=1N=C(SC1)NC(C1=C(C=C(C=C1)F)NS(=O)(=O)C(C)C)=O